cis-1-benzhydryl-3-(oxetan-3-yl)aziridine-2-carboxylic acid ethyl ester C(C)OC(=O)[C@@H]1N([C@@H]1C1COC1)C(C1=CC=CC=C1)C1=CC=CC=C1